trans-1,2-cyclohexanediamine [C@@H]1([C@@H](CCCC1)N)N